C(C)(C)(C)OC(=O)N1[C@@H](C=C(C1)C1=C(C=CC=C1)C)CO (S)-2-(hydroxymethyl)-4-(o-tolyl)-2,5-dihydro-1H-pyrrole-1-carboxylic acid tert-butyl ester